C1=NC=CC2=C1N(C1=CC=CC=C21)CC2=CC=C(C(=O)NNCC)C=C2 4-((9H-pyrido[3,4-b]indol-9-yl)methyl)-N'-ethylbenzoic hydrazide